C(C)(=O)C1=CC=C(C=C1)NC(=O)NC1CN(C(C1)=O)C1=CC=CC=C1 1-(4-acetylphenyl)-3-(5-oxo-1-phenylpyrrolidin-3-yl)urea